6-(1'-cyclopropyl-[1,4'-bipiperidin]-4-yl)-2-(3,4-dimethoxyphenyl)-1,4-dimethyl-1H-benzo[d]imidazole tris(2,2,2-trifluoroacetate) FC(C(=O)O)(F)F.FC(C(=O)O)(F)F.FC(C(=O)O)(F)F.C1(CC1)N1CCC(CC1)N1CCC(CC1)C=1C=C(C2=C(N(C(=N2)C2=CC(=C(C=C2)OC)OC)C)C1)C